3-(tert-butyl) 4-methyl 1,2,3-oxathiazolidine-3,4-dicarboxylate 2-oxide O1S(N(C(C1)C(=O)OC)C(=O)OC(C)(C)C)=O